2-chloro-6-(3-chlorobenzylamino)-9H-purine ClC1=NC(=C2N=CNC2=N1)NCC1=CC(=CC=C1)Cl